NC=1C(NC2=C(C(=CN=C2C1C1=C2C=NNC2=C(C=C1)F)C)C(F)F)=O 3-Amino-8-(difluoromethyl)-4-(7-fluoro-1H-indazol-4-yl)-7-methyl-1H-1,5-naphthyridin-2-one